ClC1=C(C=CC=C1C1=NC=CC(=C1Cl)C1=NC(=C(C=C1)CNC[C@H]1NC(CC1)=O)OC)NC(=O)C=1SC(=CN1)CN1CCC(CC1)C(=O)O (S)-1-((2-((2-Chloro-3-(3'-chloro-6-methoxy-5-((((5-oxopyrrolidin-2-yl)methyl)amino)methyl)-[2,4'-bipyridin]-2'-yl)phenyl)carbamoyl)thiazol-5-yl)methyl)piperidine-4-carboxylic acid